C1=CC(=C(C=C1C[C@H](C(=O)[O-])OC(=O)/C=C/C2=CC(=C(C=C2)O)O)O)O The molecule is a stereoisomer of rosmarinate having (R)-configuration. It has a role as a plant metabolite. It is a conjugate base of a (R)-rosmarinic acid.